4-[2-(3-iodopyrazolo[1,5-a]pyrimidin-6-yl)oxyethyl]morpholine IC=1C=NN2C1N=CC(=C2)OCCN2CCOCC2